(1s,4s)-1-Methyl-4-((5-(2-methyl-3-(2,2,2-trifluoroethyl)-3H-imidazo[4,5-b]pyridin-5-yl)-4-(methylamino)pyrrolo[2,1-f][1,2,4]triazin-2-yl)amino)cyclohexan-1-ol CC1(CCC(CC1)NC1=NN2C(C(=N1)NC)=C(C=C2)C2=CC=C1C(=N2)N(C(=N1)C)CC(F)(F)F)O